tert-butyl (2S,4S)-4-((3-amino-7-bromo-6-chloro-8-fluoro-2-(((S)-1-methylpyrrolidin-2-yl)methoxy)quinolin-4-yl)amino)-2-(cyanomethyl)piperidine-1-carboxylate NC=1C(=NC2=C(C(=C(C=C2C1N[C@@H]1C[C@H](N(CC1)C(=O)OC(C)(C)C)CC#N)Cl)Br)F)OC[C@H]1N(CCC1)C